CC1=CC=C(S1)C1=NC=2C(=C3C(=NC2)NC=C3)N1C=1C=NN(C1)C(C#N)C 4-(2-(5-methylthiophen-2-yl)imidazo[4,5-d]pyrrolo[2,3-b]pyridin-1(6H)-yl)-1H-pyrazol-1-ylpropanenitrile